(1S,2R,5R)-8-acetyl-N-hydroxy-3-((6-(4-(trifluoromethoxy)-phenoxy)pyridin-3-yl)sulfonyl)-3,8-diazabicyclo[3.2.1]-octane-2-carboxamide C(C)(=O)N1[C@@H]2[C@@H](N(C[C@H]1CC2)S(=O)(=O)C=2C=NC(=CC2)OC2=CC=C(C=C2)OC(F)(F)F)C(=O)NO